C(C)(=O)NCC#CC=1C(=NC=CC1OC1=C(C=C(C=C1)NC(=O)C=1C=NN(C1C(F)(F)F)C1=NC=CC=C1F)F)N N-(4-((3-(3-acetamidoprop-1-yne-1-yl)-2-aminopyridin-4-yl)oxy)-3-fluorophenyl)-1-(3-Fluoropyridin-2-yl)-5-(trifluoromethyl)-1H-pyrazole-4-carboxamide